FC(OC1=CC=C(C=C1)NC(=O)C1(COC1)C1=CC=C(C=C1)C=1C=NC(=CC1CO)C(F)(F)F)F N-(4-(difluoromethoxy)phenyl)-3-(4-(4-(hydroxymethyl)-6-(trifluoromethyl)pyridin-3-yl)phenyl)oxetane-3-carboxamide